BrC=1C=NC(=C(C#N)C1)N[C@@H]1[C@@H](COCC1)OC 5-bromo-2-((cis-3-methoxytetrahydro-2H-pyran-4-yl)amino)nicotinonitrile